CC(C(=O)OC(C(C)(C)O)C1=CC=C(C=C1)C(=C)C)C1=CC=C(C=C1)NC=1C(C2=CC=CC=C2C(C1)=O)=O 2-hydroxy-2-methyl-[4-(1-methylvinyl)phenyl]propanol methyl-2-(4-((1,4-dioxo-1,4-dihydronaphthalen-2-yl)amino)phenyl)acetate